CN1N=CC(=C1)C=1C=CC=2N(C1)N=CC2N2CC(NCCC2)=O 4-(6-(1-methyl-1H-pyrazol-4-yl)pyrazolo[1,5-a]pyridin-3-yl)-1,4-diazepan-2-one